NC1=CC=C(C=C1)C1(CC1)NC(OC)=O Methyl (1-(4-aminophenyl)cyclopropyl)carbamate